C[C@H]1NC(C=2SC=3C=CC=4N=C(C=CC4C3C2NC1)C1=CC(=NC(=C1)C=C)CN1C[C@H](O[C@H](C1)C)C)=O (15R)-15-methyl-5-[2-[[(2R,6S)-2,6-dimethylmorpholin-4-yl]methyl]-6-vinyl-4-pyridyl]-11-thia-6,14,17-triazatetracyclo[8.8.0.0^2,7.0^12,18]octadeca-1(10),2(7),3,5,8,12(18)-hexaen-13-one